ClC=1C(=C2N(CCN(C2=CC1)C)S(=O)(=O)C1=C(C=C(C=C1)C=1C=NN(C1)C)C)C 6-Chloro-1,5-dimethyl-4-[2-methyl-4-(1-methyl-1H-pyrazol-4-yl)benzenesulfonyl]-1,2,3,4-tetrahydroquinoxaline